2,3-dihydrobenzo[b]furan-7-carboxylic acid O1C2=C(CC1)C=CC=C2C(=O)O